C12CN(CC(CC1)N2)C2=CC1=C(N=NC(=C1)C1=C(C=CC=C1)OCOC)N2COCC[Si](C)(C)C 6-(3,8-diazabicyclo[3.2.1]octan-3-yl)-3-(2-(methoxymethoxy)phenyl)-7-((2-(trimethylsilyl)ethoxy)methyl)-7H-pyrrolo[2,3-c]pyridazine